O=C1CCC(CN1)COC1=NC=CC2=CC(=C(C=C12)OC(C)C)C(=O)N 1-[(6-oxopiperidin-3-yl)methoxy]-7-(prop-2-yloxy)isoquinoline-6-carboxamide